CC(C(=O)O)(CCCCC)CCCCC 2-methyl-2-amyl-heptanoic acid